C(CCCCCCCCC\C=C/CCCCCC)(=O)[O-].[La+3].C(CCCCCCCCC\C=C/CCCCCC)(=O)[O-].C(CCCCCCCCC\C=C/CCCCCC)(=O)[O-] lanthanum cis-vaccenate